3-phenyl-1-(piperidin-4-ylmethyl)-1H-pyrrole-2,5-dione hydrochloride Cl.C1(=CC=CC=C1)C=1C(N(C(C1)=O)CC1CCNCC1)=O